ClC=1SC(=CN1)\C=N\S(=O)C(C)(C)C (E)-N-((2-chlorothiazol-5-yl)methylene)-2-methylpropane-2-sulfinamide